FC1=C(C=CC=2C3=C(NC(C12)=O)N=NN3C)F 6,7-difluoro-1-methyl-1,4-dihydro-5H-[1,2,3]triazolo[4,5-c]isoquinolin-5-one